trans-4-((S)-2-(2-(2H-1,2,3-triazol-2-yl)ethyl)-6-(methoxycarbonyl)-7-methyl-6,7,8,9-tetrahydro-3H-imidazo[4,5-f]quinolin-3-yl)cyclohexane-1-carboxylic acid N=1N(N=CC1)CCC=1N(C=2C(=C3CC[C@@H](N(C3=CC2)C(=O)OC)C)N1)[C@@H]1CC[C@H](CC1)C(=O)O